Cl.C1(CC1)NC(=O)C1=NOC2=C1CNCC2 N-cyclopropyl-4,5,6,7-tetrahydroisoxazolo[4,5-c]pyridine-3-carboxamide hydrochloride